(3S,4S)-1-(4-((3S,4S)-3-(hexylcarbamoyl)-4-octylpyrrolidine-1-carbonyl)benzoyl)-N3,N4-bis((1S,2R)-2-phenylcyclopropyl)pyrrolidine-3,4-dicarboxamide C(CCCCC)NC(=O)[C@@H]1CN(C[C@H]1CCCCCCCC)C(=O)C1=CC=C(C(=O)N2C[C@H]([C@@H](C2)C(=O)N[C@@H]2[C@H](C2)C2=CC=CC=C2)C(=O)N[C@@H]2[C@H](C2)C2=CC=CC=C2)C=C1